N1C=CC=2C1=C(N=CC2)C(=O)N pyrrolo[2,3-c]pyridine-7-carboxamide